trans-N-(3-{5,7-dimethoxy-[1,3]thiazolo[4,5-b]pyridin-6-yl}-1H-pyrrolo[2,3-b]pyridin-6-yl)-2-[(dimethylamino)methyl]cyclopropane-1-carboxamide COC1=C(C(=C2C(=N1)N=CS2)OC)C2=CNC1=NC(=CC=C12)NC(=O)[C@H]1[C@@H](C1)CN(C)C